8-Cyclopentyl-6-(1-ethoxy-vinyl)-5-methyl-2-(3,4,5,6-tetrahydro-2H-[1,3']bipyridinyl-6'-ylamino)-8H-pyrido[2,3-d]pyrimidin-7-one C1(CCCC1)N1C(C(=C(C2=C1N=C(N=C2)NC2=CC=C(C=N2)N2CCCCC2)C)C(=C)OCC)=O